3-(trifluoromethyl)-5a,6,8,9-tetrahydropyrido[3',2':4,5]imidazo[1,2-a]pyrazin FC(C1=CC=2NC3N(CCNC3)C2N=C1)(F)F